tert-butyl 7-[3-cyano-4-(4,4,5,5-tetramethyl-1,3,2-dioxaborolan-2-yl)-2-quinolyl]-2,7-diazaspiro[3.4]octane-2-carboxylate C(#N)C=1C(=NC2=CC=CC=C2C1B1OC(C(O1)(C)C)(C)C)N1CCC2(CN(C2)C(=O)OC(C)(C)C)C1